The molecule is a very long-chain omega-3 fatty acid that is dotriacontapentaenoic acid having five double bonds located at positions 17, 20, 23, 26 and 29 (the 17Z,20Z,23Z,26Z,29Z-isomer). It is an omega-3 fatty acid and a dotriacontapentaenoic acid. It is a conjugate acid of a (17Z,20Z,23Z,26Z,29Z)-dotriacontapentaenoate. CC/C=C\\C/C=C\\C/C=C\\C/C=C\\C/C=C\\CCCCCCCCCCCCCCCC(=O)O